trans-3-[methyl(3-{[(3-methyl-1H-indol-4-yl)methyl]amino}pyrido[2,3-b]pyrazin-6-yl)amino]cyclobutan-1-ol CN([C@@H]1C[C@H](C1)O)C=1C=CC=2C(=NC(=CN2)NCC2=C3C(=CNC3=CC=C2)C)N1